(5s,8s)-8-(5-bromo-6-methoxy-2H-indazol-2-yl)-1-azaspiro[4.5]decan-2-one BrC1=CC2=CN(N=C2C=C1OC)C1CCC2(CCC(N2)=O)CC1